tert-butyl (3S,6S)-3-(2,2-dimethylpropyl)-6-hydroxy-1,4-diazepane-1-carboxylate CC(C[C@H]1CN(C[C@H](CN1)O)C(=O)OC(C)(C)C)(C)C